(3R)-4-amino-3-methyl-N-(tetrahydro-2H-pyran-4-ylmethyl)-N-((5-(trifluoromethyl)-2-pyridinyl)methyl)-1,3-dihydrofuro[3,4-c]quinoline-8-carboxamide NC1=NC=2C=CC(=CC2C2=C1[C@H](OC2)C)C(=O)N(CC2=NC=C(C=C2)C(F)(F)F)CC2CCOCC2